difluoro-4-((4-methyl-3-(((R)-1-(4-((1-(piperidin-4-ylmethyl)piperidin-4-yl)ethynyl)-3-(thiophen-2-yl)phenyl)ethyl)carbamoyl)phenyl)amino)pyrrolidine-1-carboxylate FC1(N(CC(C1)NC1=CC(=C(C=C1)C)C(N[C@H](C)C1=CC(=C(C=C1)C#CC1CCN(CC1)CC1CCNCC1)C=1SC=CC1)=O)C(=O)[O-])F